C(C)NC(NC=1N(C(=CN1)C(=O)OCC)C)=O ethyl 2-(3-ethylureido)-1-methyl-1H-imidazole-5-carboxylate